2-((1-(3,6-dimethyl-2-((1R,5S,6R)-6-(methyl(pyridin-3-yl)carbamoyl)-3-azabicyclo[3.1.0]hexan-3-yl)-4-oxo-3,4-dihydroquinazolin-8-yl)ethyl)amino)benzoic acid CN1C(=NC2=C(C=C(C=C2C1=O)C)C(C)NC1=C(C(=O)O)C=CC=C1)N1C[C@H]2C([C@H]2C1)C(N(C=1C=NC=CC1)C)=O